9-chloro-7-(5-fluoroindol-1-yl)-4-[(2-methoxypyrimidin-5-yl)methyl]-3,5-dihydro-2H-1,4-benzoxazepine ClC1=CC(=CC=2CN(CCOC21)CC=2C=NC(=NC2)OC)N2C=CC1=CC(=CC=C21)F